tert-butyl N-(1-iodo-4,5,6,7-tetrahydro-2-benzothiophen-5-yl)-N-methylcarbamate IC=1SC=C2C1CCC(C2)N(C(OC(C)(C)C)=O)C